adipic acid di(2-propylheptyl) ester C(CC)C(COC(CCCCC(=O)OCC(CCCCC)CCC)=O)CCCCC